C1=CC2=C3C(=C1)C=CC4=C(C=CC(=C43)C=C2)CCCCCCCCCC(=O)O Pyrenedecanoic acid